FC([C@@H]1C[C@@H]([C@@H](N1C(=O)OCC1=CC=CC=C1)C(=O)OC)NCC1=CC=C(C=C1)OC)F 1-benzyl 2-methyl (2R,3S,5S)-5-(difluoromethyl)-3-((4-methoxybenzyl)amino)pyrrolidine-1,2-dicarboxylate